3-fluoro-5-trifluoromethylbenzyl cyanide FC=1C=C(CC#N)C=C(C1)C(F)(F)F